FC1=C(C(=C(C=C1C1=CC(=CC=C1)OC)O)[C@H]1[C@@H](C[C@@H](C(=C1)C)O)C(=C)C)O (1R,2R,4S)-3'-fluoro-3''-methoxy-5-methyl-2-(prop-1-en-2-yl)-1,2,3,4-tetrahydro-[1,1':4',1''-terphenyl]-2',4,6'-triol